N1N=CC(=C1)CC=1C=C(CNCCCCOCCNC2=NC3=C(C4=CN=CC=C24)C=CC(=C3)C(=O)N)C=C(C1)OC(F)(F)F 5-((2-(4-((3-((1H-pyrazol-4-yl)methyl)-5-(trifluoromethoxy)benzyl)amino)butoxy)ethyl)amino)benzo[c][2,6]naphthyridine-8-carboxamide